(2S)-3-(3-Amino-5-methyl-phenyl)-2-[(3R)-1-tert-butoxycarbonylpyrrolidin-3-yl]propanoic acid NC=1C=C(C=C(C1)C)C[C@H](C(=O)O)[C@@H]1CN(CC1)C(=O)OC(C)(C)C